(2S,4S)-4-fluoro-1-[2-[4-[[8-(trifluoromethoxy)-5-quinolinyl]amino]-1-piperidinyl]acetyl]pyrrolidine-2-carbonitrile F[C@H]1C[C@H](N(C1)C(CN1CCC(CC1)NC1=C2C=CC=NC2=C(C=C1)OC(F)(F)F)=O)C#N